2-methylpropyl 2-methylbenzoate CC1=C(C(=O)OCC(C)C)C=CC=C1